tert-butyl (2S,3aS,7aS)-2-(8-bromo-6-cyano-3-(3-fluoro-4-methoxyphenyl)-4-oxo-3,4-dihydroquinazolin-2-yl)octahydro-1H-indole-1-carboxylate BrC=1C=C(C=C2C(N(C(=NC12)[C@H]1N([C@H]2CCCC[C@H]2C1)C(=O)OC(C)(C)C)C1=CC(=C(C=C1)OC)F)=O)C#N